BrC1=C(C(=CC2=C1[C@@H]([C@](O2)(C2=CC=CC=C2)CNC)C)F)Cl 1-((2s,3s)-4-bromo-5-chloro-6-fluoro-3-methyl-2-phenyl-2,3-dihydrobenzofuran-2-yl)-N-methyl-methylamine